CC1=C(C=NC=2OCCNC21)N2N=C1C(=CC2=O)NN=C1C1=CC=C(C=C1)N1CCN(CC1)C 5-(8-Methyl-2,3-dihydro-1H-pyrido[2,3-b][1,4]oxazin-7-yl)-3-(4-(4-methylpiperazin-1-yl)phenyl)-1H-pyrazolo[4,3-c]pyridazin-6(5H)-on